SC(CO)CO 2-mercapto-1,3-propanediol